ClC=1N=C2C(=NC1N)OC(=C2)C(C)C 2-chloro-6-isopropyl-furo[2,3-b]pyrazin-3-amine